((6-chloro-2-(4-methylpiperazin-1-yl)pyrido[3,4-d]pyrimidin-4-yl)amino)-N-(2-chlorophenyl)ethane-1-sulfonamide 2-isocyanatoethyl-2,6-diisocyanatohexanoate N(=C=O)CCOC(C(CCCCN=C=O)N=C=O)=O.ClC1=CC2=C(N=C(N=C2NC(C)S(=O)(=O)NC2=C(C=CC=C2)Cl)N2CCN(CC2)C)C=N1